BrC=1C=CC(=NC1)NC1=NC=C(C=C1)OC N-(5-bromo-2-pyridinyl)-5-methoxy-pyridin-2-amine